3-azabicyclo[3.2.0]heptane-2,4-dione C12C(NC(C2CC1)=O)=O